CNCCCC1=CSC=C1 N-methyl-3-(3-thienyl)propan-1-amine